4-(6-azaspiro[2.5]octan-6-yl)pyrazolo[1,5-a]quinoxaline-7-carboxylate C1CC12CCN(CC2)C=2C=1N(C3=CC=C(C=C3N2)C(=O)[O-])N=CC1